((4aR,6R,7R,8aR)-7-methoxy-2,2-dimethyl-8-(4-(3,4,5-trifluorophenyl)-1H-1,2,3-triazol-1-yl) hexahydropyrano[3,2-d][1,3]dioxin-6-yl) methylsulfonate CS(=O)(=O)O[C@@H]1[C@@H](C([C@H]2OC(OC[C@H]2O1)(C)C)N1N=NC(=C1)C1=CC(=C(C(=C1)F)F)F)OC